C1(=CC=CC=C1)C1=C(C(=NN=N1)C1=C(C=CC=C1)C1=C(C=CC=2[Se]C3=C(C21)C=CC=C3)C3=CC=CC=C3)C3=C(C=CC=C3)C3=CC=CC=C3 [phenyl-(biphenylyl)triazinyl](phenyldibenzoselenophenyl)benzene